trans-tert-butyl-4-((4-(3-(2-(benzyloxy)-6-hydroxypyridin-3-yl)-1-methyl-1H-indazol-7-yl)piperazin-1-yl)methyl)-3-fluoropiperidine-1-carboxylate C(C)(C)(C)OC(=O)N1C[C@H]([C@@H](CC1)CN1CCN(CC1)C=1C=CC=C2C(=NN(C12)C)C=1C(=NC(=CC1)O)OCC1=CC=CC=C1)F